NC(C)(C)C1=C2C=C(N=CC2=C(N=C1)O[C@@H]1C[C@@H](C1)S(=O)(=O)C)NC1=CC=C2C(=N1)[C@H](C(OC2=O)(C)C)C (R)-2-((5-(2-aminopropan-2-yl)-8-(cis-3-(methylsulfonyl)cyclobutoxy)-2,7-naphthyridin-3-yl)amino)-7,7,8-trimethyl-7,8-dihydro-5H-pyrano[4,3-b]pyridin-5-one